C(C)OC(=O)N1C(N(C2=C1C=C(C=C2)S(NC2(CC2)C)(=O)=O)CC2=CC=C(C=C2)F)=O 3-[(4-fluorophenyl)methyl]-6-[(1-methylcyclopropyl)sulfamoyl]-2-oxo-benzimidazole-1-carboxylic acid ethyl ester